C1(C=2C(C(=O)OCC(OC(C=C)=O)O1)=CC=CC2)=O acryloxyethylene phthalate